C1=C(C=CC2=CC=CC=C12)C(=O)N[C@@H](C(=O)N1[C@@H](C[C@@H](C1)OC1=NOC(=C1)C)C(=O)NC1(CCOCC1)C(C(=O)N)=O)CC1CCCCC1 (2S,4S)-1-((R)-2-(2-naphthoylamino)-3-cyclohexylpropionyl)-N-(4-(2-amino-2-oxoacetyl)tetrahydro-2H-pyran-4-yl)-4-((5-methylisoxazol-3-yl)oxy)pyrrolidine-2-carboxamide